ClC1=C(C=C(C=C1)F)[C@@]1(NC(C2=C3C(=CC(=C12)NC(C1=CC(=CC(=C1)C(F)(F)F)F)=O)OC(C(N3)=O)([2H])[2H])=O)[2H] (R)-N-(7-(2-chloro-5-fluorophenyl)-2,9-dioxo-1,2,3,7,8,9-hexahydro-[1,4]oxazino[3,2-e]isoindol-6-yl-3,3,7-d3)-3-fluoro-5-(trifluoromethyl)benzamide